4-[[3-(2,3-difluoro-4-methoxyphenyl)imidazo[1,2-a]pyrazin-8-yl]amino]-2-ethyl-N-(2-piperazin-1-ylethyl)benzamide FC1=C(C=CC(=C1F)OC)C1=CN=C2N1C=CN=C2NC2=CC(=C(C(=O)NCCN1CCNCC1)C=C2)CC